pyrrolidin-1-yl-[5-(4,4,5,5-tetramethyl-1,3,2-dioxaborolan-2-yl)pyridin-3-yl]Methanone N1(CCCC1)C(=O)C=1C=NC=C(C1)B1OC(C(O1)(C)C)(C)C